tert-butyl 3-[[6-[3-(2,4-dioxohexahydropyrimidin-1-yl)azetidin-1-yl]pyridine-3-carbonyl]amino]propanoate O=C1N(CCC(N1)=O)C1CN(C1)C1=CC=C(C=N1)C(=O)NCCC(=O)OC(C)(C)C